C(=O)O.ClC=1C=CC(=C(C1)C=1C=C2C(=NN=C(C2=CC1)NCC1=C(C=C(C=C1)OC)OC)C)OCCOCCOCCOCCOCCOCCOC 6-[5-CHLORO-2-[2-[2-[2-[2-[2-(2-METHOXYETHOXY)ETHOXY]ETHOXY]ETHOXY]ETHOXY]ETHOXY]PHENYL]-N-[(2,4-DIMETHOXYPHENYL)METHYL]-4-METHYLPHTHALAZIN-1-AMINE FORMIC ACID SALT